BrC=1C=CC(=NC1)C12CN(CC2C1)C(=O)OC(C)(C)C tert-butyl 1-(5-bromopyridin-2-yl)-3-azabicyclo[3.1.0]hexane-3-carboxylate